tert-Butyl 4-(1-(4-amino-2-ethyl-5-methoxyphenyl)piperidin-4-yl)piperazine-1-carboxylate NC1=CC(=C(C=C1OC)N1CCC(CC1)N1CCN(CC1)C(=O)OC(C)(C)C)CC